FC1=C(C(=CC=C1)F)C1=NCC2=NN=C(N2C=2SC=3CC(CC3C12)C(=O)O)C 9-(2,6-difluorophenyl)-3-methyl-16-thia-2,4,5,8-tetrazatetracyclo[8.6.0.02,6.011,15]hexadeca-1(10),3,5,8,11(15)-pentaene-13-carboxylic acid